5-(3-chloro-4-fluorophenyl)-1,2,3,6-tetrahydropyridine ClC=1C=C(C=CC1F)C1=CCCNC1